2-(3-chlorophenyl)-2-methyl-1-phenylpropyl (1-((4-amino-3,4-dioxo-1-(2-oxopyrrolidin-3-yl)butan-2-yl)amino)-1-oxo-3-phenylpropan-2-yl)carbamate NC(C(C(CC1C(NCC1)=O)NC(C(CC1=CC=CC=C1)NC(OC(C(C)(C)C1=CC(=CC=C1)Cl)C1=CC=CC=C1)=O)=O)=O)=O